The molecule is an N-acetylneuraminic acid that is N-acetyl-alpha-neuraminic acid in which the 9-hydroxy group has been replaced by an acetamido group. It has a role as an epitope. It derives from a N-acetylneuraminic acid. CC(=O)NC[C@H]([C@H]([C@H]1[C@@H]([C@H](C[C@@](O1)(C(=O)O)O)O)NC(=O)C)O)O